5-[2-(2,4-difluorophenoxy)-5-(methylsulfonylmethyl)phenyl]-3-fluoro-1-methylpyridin-2-one FC1=C(OC2=C(C=C(C=C2)CS(=O)(=O)C)C=2C=C(C(N(C2)C)=O)F)C=CC(=C1)F